4-chloro-1-(4-(pyrrolidin-1-ylmethyl)benzyl)-1H-imidazo[4,5-c]quinolin-2(3H)-one ClC1=NC=2C=CC=CC2C2=C1NC(N2CC2=CC=C(C=C2)CN2CCCC2)=O